FC1=C(OC2=C3C(=NC=C2)NC=C3C3=C(C=C(C#N)C=C3)C)C(=CC(=C1)NC=1OC[C@@](CN1)(C)CO)F |r| (+/-)-4-[4-(2,6-difluoro-4-{[5-(hydroxymethyl)-5-methyl-5,6-dihydro-4H-1,3-oxazin-2-yl]amino}phenoxy)-1H-pyrrolo[2,3-b]pyridin-3-yl]-3-methylbenzonitrile